C(C)(C)(C)OC(=O)N1C[C@@H](CCC1)NC1=NN=C(C2=C(C=CC=C12)C)C1=C(C=C(C=C1)C)OC (R)-3-((4-(2-Methoxy-4-methylphenyl)-5-methylphthalazin-1-yl)amino)piperidine-1-carboxylic acid tert-butyl ester